O=C1NC(CCC1N1C(C2=CC(=C(C=C2C1=O)N1CCN(CC1)CCOCCCCCCOC=1C=C(C=CC1)[C@@H](C)NC(OC(C)(C)C)=O)F)=O)=O tert-butyl (1R)-1-(3-(6-(2-(4-(2-(2,6-dioxopiperidin-3-yl)-6-fluoro-1,3-dioxoisoindolin-5-yl)piperazin-1-yl)ethoxy)hexyloxy)phenyl)ethylcarbamate